C(=O)O.CC1=C(CN2CC(C2)(O)C)C(=CC(=C1)C1CN(C1)C1=CC=CC=C1)C 1-(2,6-dimethyl-4-(1-phenylazetidin-3-yl)benzyl)-3-methylazetidin-3-ol, formic acid salt